COC1=CC=C(C=C1)N1N=NC(=C1C)CO (1-(4-methoxyphenyl)-5-methyl-1H-1,2,3-triazol-4-yl)methanol